6-chloro-1-(6-(3-methoxytetrahydrofuran-3-yl)pyridin-2-yl)-1H-pyrrolo[3,2-c]pyridine ClC1=CC2=C(C=N1)C=CN2C2=NC(=CC=C2)C2(COCC2)OC